C(=C)C=CC1=CC=CC=C1 Vinylstyrol